tert-butyl ((1-((2-(2-(2,6-dioxopiperidin-3-yl)-1-oxoisoindolin-5-yl)pyridin-4-yl) methyl)azetidin-3-yl) methyl)carbamate O=C1NC(CCC1N1C(C2=CC=C(C=C2C1)C1=NC=CC(=C1)CN1CC(C1)CNC(OC(C)(C)C)=O)=O)=O